Tert-butyl N-[3-[2-[tert-butyl(dimethyl)silyl]oxyethylamino]-2-hydroxy-propyl]carbamate [Si](C)(C)(C(C)(C)C)OCCNCC(CNC(OC(C)(C)C)=O)O